6-(2-Chloro-4-(trifluoromethyl)phenyl)-3-fluoropicolinic acid ClC1=C(C=CC(=C1)C(F)(F)F)C1=CC=C(C(=N1)C(=O)O)F